COC=1C=C2C(\C(\C(OC2=CC1)C(C(=O)OC)(C)C)=C/NS(=O)(=O)C1=CC=C(C=C1)OC)=O methyl (Z)-2-(6-methoxy-3-(((4-methoxyphenyl)sulfonamido) methylene)-4-oxochroman-2-yl)-2-methylpropanoate